NC=1N=C(C=C2C=C(N=CC12)NC(=O)C1C(C1C=1C=NN(C1)C)C)Cl N-(8-amino-6-chloro-2,7-naphthyridin-3-yl)-2-methyl-3-(1-methyl-1H-pyrazol-4-yl)cyclopropane-1-carboxamide